N1C=CC=2C1=NC=C(C2)C=2C=CC=1N(C2)C=C(N1)NC(=O)[C@H]1[C@H](C1)F (1s,2s)-N-(6-(1H-pyrrolo[2,3-b]pyridin-5-yl)imidazo[1,2-a]pyridin-2-yl)-2-fluorocyclopropanecarboxamide